6-(7-(difluoromethyl)-6-(1-methyl-1H-pyrazol-4-yl)-3,4-dihydroquinolin-1(2H)-yl)-1,3-dimethyl-4-propyl-1H-benzo[d]imidazol-2(3H)-one FC(C1=C(C=C2CCCN(C2=C1)C=1C=C(C2=C(N(C(N2C)=O)C)C1)CCC)C=1C=NN(C1)C)F